CC1=CC=C(C=C1)S(=O)(=O)OCC[C@@H]1[C@H](CC1)NC(=O)OC(C)(C)C 2-[(1R,2S)-2-(tert-butoxycarbonylamino)cyclobutyl]ethyl 4-methylbenzenesulfonate